1-(methylsulfonyl)-3-(4,4,5,5-tetramethyl-1,3,2-dioxaborolan-2-yl)-1H-indole CS(=O)(=O)N1C=C(C2=CC=CC=C12)B1OC(C(O1)(C)C)(C)C